C1(CC1)N1C=C(C(C(=C1)C1=CC=C(C=C1)F)=O)C(=O)NC1=CC(=C(C=C1)OC1=CC=NC2=CC(=C(N=C12)OC)OC)F 1-Cyclopropyl-N-[4-[(6,7-dimethoxy-1,5-naphthyridin-4-yl)oxy]-3-fluorophenyl]-5-(4-fluorophenyl)-4-oxopyridine-3-carboxamide